(S)-Ethyl 2-(2-(3-(3-(((S)-1-Cyclopropylethyl)Carbamoyl)-1H-Pyrazol-5-Yl)Phenyl)Oxazole-5-Carboxamido)-3-Methylbutanoate C1(CC1)[C@H](C)NC(=O)C1=NNC(=C1)C=1C=C(C=CC1)C=1OC(=CN1)C(=O)N[C@H](C(=O)OCC)C(C)C